C(#N)N1[C@H]2[C@@H](C[C@@H]1CC2)NC(=O)C2=CC=C1C(=N2)C=CN1C1=NC=CC(=N1)C N-((1R,2R,4S)-7-cyano-7-azabicyclo[2.2.1]heptan-2-yl)-1-(4-methyl-2-pyrimidinyl)-1H-pyrrolo[3,2-b]pyridine-5-carboxamide